2,2'-methylenebis(tetramethylphenol) C(C1=C(C(=C(C(=C1C)C)C)C)O)C1=C(C(=C(C(=C1C)C)C)C)O